CC=1C(=CC(=NC1)C(=O)N1CCC(CC1)(C#N)C1=CC=CC=C1)C(=O)N1CCC(CC1)C1=CC=CC=C1 1-(5-methyl-4-(4-phenylpiperidine-1-carbonyl)picolinoyl)-4-phenylpiperidine-4-carbonitrile